[Na+].OCS(=O)[O-] Hydroxymethanesulfinic acid monosodium salt